2-(2-((3'-(1-aminoethyl)-5-(1-oxa-6-azaspiro[3.4]octan-6-yl)-[1,1'-biphenyl]-3-yl)methoxy)phenyl)acetic acid NC(C)C=1C=C(C=CC1)C1=CC(=CC(=C1)N1CC2(CCO2)CC1)COC1=C(C=CC=C1)CC(=O)O